1,3-Di-iodobutane ICCC(C)I